C(C)C=1SC2=C(N1)C=C(C(=C2)C)C 2-ethyl-5,6-dimethyl-benzothiazole